(pyrazin-2-ylmethyl)pyrazolo[4,3-b]pyridin N1=C(C=NC=C1)CC1=NNC=2C1=NC=CC2